(5-methyl-2-((1-(tetrahydro-2H-pyran-4-yl)-1H-pyrazol-4-yl)amino)pyrimidin-4-yl)benzoic acid CC=1C(=NC(=NC1)NC=1C=NN(C1)C1CCOCC1)C1=C(C(=O)O)C=CC=C1